C(C)[Si](OC1=CC2COCC(C1)N2C(=O)OC(C)(C)C)(CC)CC tert-butyl 7-[(triethylsilyl)oxy]-3-oxa-9-azabicyclo[3.3.1]non-6-ene-9-carboxylate